N-(3-(4-benzylpiperazin-1-yl)propyl)-4-butoxybenzenesulfonamide C(C1=CC=CC=C1)N1CCN(CC1)CCCNS(=O)(=O)C1=CC=C(C=C1)OCCCC